F[B-](F)(F)F.C1(=CC=CC=C1)C1=[NH+]C(=CC(=C1)C1=CC=CC=C1)C1=CC=CC=C1 2,4,6-triphenylpyridinium tetrafluoroborate